C(C)OC(=O)[C@@]12C[C@@H]([C@@H](CC1)O2)NC(=O)OCC2=CC=CC=C2 |r| racemic-(1SR,3SR,4RS)-3-(((benzyloxy)carbonyl)amino)-7-oxabicyclo[2.2.1]heptane-1-carboxylic acid ethyl ester